2-(7-nitro-1H-indol-2-yl)-1,3,4-oxadiazole [N+](=O)([O-])C=1C=CC=C2C=C(NC12)C=1OC=NN1